O=C(CN1C(C2=CC=CC=C2C1)=O)N1[C@@H](CCC1)C(F)(F)F 2-[2-oxo[(2S)-(trifluoromethyl)pyrrolidin-1-yl]ethyl]isoindolin-1-one